2-((R)-1-(2-(benzyloxy)ethoxy)-2-hydroxypropan-2-yl)-N'-((1,2,3,5,6,7-hexahydro-s-indacen-4-yl)carbamoyl)thiazole-5-sulfonimidamide C(C1=CC=CC=C1)OCCOC[C@@](C)(O)C=1SC(=CN1)S(=O)(N)=NC(NC1=C2CCCC2=CC=2CCCC12)=O